CC1=NC(=NC(=C1)C)NC1=NC=C(C(=O)NOCC)C(=C1)NC1=C(C=C(C=C1)C#C)N(S(=O)(=O)C)C 6-((4,6-dimethylpyrimidin-2-yl)amino)-N-ethoxy-4-((4-ethynyl-2-(N-methylmethanesulfonamido)phenyl)amino)nicotinamide